(pyridin-4-yl)hexanamide N1=CC=C(C=C1)C(C(=O)N)CCCC